FC(C1=CC=C(CN)C=C1)(F)F 4-trifluoromethylbenzylamine